(R)-2-(9-(4-fluorophenyl)-6-oxaspiro[4.5]decan-9-yl)-N-(2-(pyridine-4-yl)benzyl)ethylamine dihydrochloride Cl.Cl.FC1=CC=C(C=C1)[C@@]1(CCOC2(CCCC2)C1)CCNCC1=C(C=CC=C1)C1=CC=NC=C1